4-(4'-benzamidophenylamino)-6,7-dimethoxyquinazoline C(C1=CC=CC=C1)(=O)NC1=CC=C(C=C1)NC1=NC=NC2=CC(=C(C=C12)OC)OC